((1-(tert-butyl)-5-chloro-6-oxo-1,6-dihydropyridazin-4-yl)oxy)methylbenzoate C(C)(C)(C)N1N=CC(=C(C1=O)Cl)OCOC(C1=CC=CC=C1)=O